3-(7-methyl-2-oxo-3-(pent-3-yl)-5-phenyl-2,3-dihydro-1H-benzo[e][1,4]diazepin-1-yl)propionic acid ethyl ester C(C)OC(CCN1C(C(N=C(C2=C1C=CC(=C2)C)C2=CC=CC=C2)C(CC)CC)=O)=O